2-(3,4-Dihydroxyphenyl)-5,7-dihydroxy-4-chromenone OC=1C=C(C=CC1O)C=1OC2=CC(=CC(=C2C(C1)=O)O)O